O1CCN(CC1)CCNC(OC1CCC2C3CCC4CCCC4C3CCC2=C1)=O 2,3,6,7,8,9,10,11,12,13,14,15,16,17-tetradecahydro-1H-cyclopenta[a]phenanthren-3-yl (2-morpholinoethyl)carbamate